N-{(1S)-1-[1-(5-cyano-1,3-thiazol-2-yl)-1H-1,2,4-triazol-5-yl]ethyl}-3-(difluoromethoxy)-5-(methylsulfanyl)benzamide C(#N)C1=CN=C(S1)N1N=CN=C1[C@H](C)NC(C1=CC(=CC(=C1)SC)OC(F)F)=O